CC(=C)C(CCC(C=C)(O)C)O 2,6-dimethyl-1,7-octadien-3,6-diol